2-(5-(7,8-dimethyl-[1,2,4]triazolo[1,5-a]pyridin-6-yl)-4-isopropyl-1H-pyrazol-3-yl)-5-(piperidin-4-yl)thiazole CC1=C(C=2N(C=C1C1=C(C(=NN1)C=1SC(=CN1)C1CCNCC1)C(C)C)N=CN2)C